COC(=O)[C@H]1O[C@]([C@H]([C@H]1C1=C(C(=C(C=C1)F)F)O)C)(C(F)(F)F)C (2s,3s,4s,5r)-3-(3,4-difluoro-2-hydroxyphenyl)-4,5-dimethyl-5-(trifluoromethyl)tetrahydrofuran-2-carboxylic acid methyl ester